(2S,4R)-4-(4-Fluoro-phenyl)-pyrrolidine FC1=CC=C(C=C1)[C@H]1CCNC1